COC=1C=C(C=C(C1)OC)N(CCCCC(=O)NO)C=1C=C2N=C(C=NC2=CC1)C=1C=NN(C1)C 5-((3,5-Dimethoxyphenyl)(3-(1-methyl-1H-pyrazol-4-yl)quinoxalin-6-yl)amino)-N-hydroxypentanamide